2-(AMINOMETHYL)-4-CYCLOPROPOXYNICOTINALDEHYDE NCC1=C(C=O)C(=CC=N1)OC1CC1